2-amino-5-chloro-4-(3-methylazetidin-3-yl)thiophene-3-carbonitrile NC=1SC(=C(C1C#N)C1(CNC1)C)Cl